4-(2-(2,6-dimethylphenoxy)-5-(ethylsulfonylamino)phenyl)-N-ethyl-6-methyl-7-oxo-6,7-dihydrothieno[2,3-c]pyridine-2-carboxamide CC1=C(OC2=C(C=C(C=C2)NS(=O)(=O)CC)C=2C3=C(C(N(C2)C)=O)SC(=C3)C(=O)NCC)C(=CC=C1)C